FC=1C=C2C(=CNC2=CC1)C1=C(N=C(O1)C)Br 5-fluoro-3-(4-bromo-2-methyloxazol-5-yl)-indole